5-bromo-1-tetrahydropyran-2-Yl-pyrazolo[4,3-b]pyridine BrC1=CC=C2C(=N1)C=NN2C2OCCCC2